FC=1C=C(C=CC1OC1=NC(=CC=C1)C)C1=C2N(C=3N=CN=C(C31)NC(C)=O)CCN2C2=C(C(=CC=C2)[N+](=O)[O-])C N-(5-{3-fluoro-4-[(6-methylpyridin-2-yl)oxy]phenyl}-6-(2-methyl-3-nitrophenyl)-7,8-Dihydro-6H-imidazo[2',1':5,1]pyrrolo[2,3-d]pyrimidin-4-yl)acetamide